CCCCOC(=O)CC1=CC=CC=C1 N-butyl phenylacetate